C[C@H]1[C@H]([C@H]([C@@H]([C@@H](O1)O[C@@H]2[C@H](O[C@H]([C@@H]([C@H]2O[C@H]3[C@@H]([C@H]([C@H]([C@H](O3)CO)O)O[C@@]4(C[C@@H]([C@H]([C@@H](O4)[C@@H]([C@@H](CO)O)O)NC(=O)CO)O)C(=O)O)O)NC(=O)C)O)CO)O)O)O The molecule is a branched amino tetrasaccharide comprising alpha-N-glycoloylneuraminyl, beta-D-galactosyl and N-acetyl-beta-D-glucosamine residues linked sequentially (2->3) and (1->3), to the galactosyl residue of which is also linked (1->4) an alpha-L-fucosyl residue. It has a role as an epitope. It is a glucosamine oligosaccharide and an amino tetrasaccharide.